N-(2-((Cyclohexylamino)methyl)quinolin-8-yl)-4-(trifluoromethyl)benzenesulfonamide C1(CCCCC1)NCC1=NC2=C(C=CC=C2C=C1)NS(=O)(=O)C1=CC=C(C=C1)C(F)(F)F